OCCNCCN N-(2-Hydroxyethyl)ethylendiamin